8-Cyclopropyl-N-{[(2R)-1,4-dioxan-2-yl]methyl}-2-{[(2S)-1,4-dioxan-2-yl]methyl}-4,5-dihydro-2H-furo[2,3-g]indazole-7-carboxamide C1(CC1)C1=C(OC=2CCC3=CN(N=C3C21)C[C@@H]2OCCOC2)C(=O)NC[C@H]2OCCOC2